O(C1=CC=CC=C1)C1=C(C=CC=C1)SC1=CC=C(C=C1)C(C)(C)C (4-tert-butylphenyl) (2-phenoxyphenyl) sulfide